C(#N)C=1C=NN2C1C(=CC(=C2)OCC)C=2C=CC(=NC2)N2CCC(CC2)(C(NCC(C)C)=O)CN2CC1N(C(C2)C1)C(=O)OC(C)(C)C tert-butyl 3-((1-(5-(3-cyano-6-ethoxypyrazolo[1,5-a]pyridin-4-yl)pyridin-2-yl)-4-(isobutylcarbamoyl) piperidin-4-yl)methyl)-3,6-diazabicyclo[3.1.1]heptane-6-carboxylate